5-fluoro-2,3-dimethyl-4-(1,4,5,6-tetrahydropyridin-3-yl)-1H-indole-7-carboxamide FC=1C(=C2C(=C(NC2=C(C1)C(=O)N)C)C)C1=CNCCC1